COC([C@H](N(C(COC)=O)C1=C(C=CC=C1C)C)C)=O N-(2,6-xylyl)-N-(methoxyacetyl)-D-alanine methyl ester